N-(3-(dimethylamino)benzyl)-N-(3-methoxybenzyl)-4-((2-morpholinoethoxy)methyl)thiazol-2-amine CN(C=1C=C(CN(C=2SC=C(N2)COCCN2CCOCC2)CC2=CC(=CC=C2)OC)C=CC1)C